6-bromo-2-(trifluoromethyl)quinolin-3-ol BrC=1C=C2C=C(C(=NC2=CC1)C(F)(F)F)O